5'-chloro-2'-(4-methylpiperidine-1-carbonyl)-7',8'-dihydro-6'H-spiro[cyclohexane-1,9'-furo[2,3-f]quinazoline]-7'-one ClC=1C=C2C(=C3C4(NC(NC13)=O)CCCCC4)OC(=C2)C(=O)N2CCC(CC2)C